(R)-4-(1-aminoethyl)-N-(1H-pyrrolo[2,3-b]pyridin-4-yl)benzamide N[C@H](C)C1=CC=C(C(=O)NC2=C3C(=NC=C2)NC=C3)C=C1